tert-butyl N-[4-[(5-amino-2-bromo-6H-thieno[3,2-b]azepine-7-carbonyl)-propyl-amino]but-2-ynyl]carbamate NC=1CC(=CC2=C(N1)C=C(S2)Br)C(=O)N(CC#CCNC(OC(C)(C)C)=O)CCC